C(CCCCCCCCCCCCCCC(C)C)(=O)OCCCCCCCC octyl isostearate